COC(\C(=C\OC)\C1=C(C=CC=C1)OC1=NC=NC(=C1)Cl)=O E-2-[2-[6-chloropyrimidin-4-yloxy]phenyl]-3-methoxyacrylic acid methyl ester